CN1CCC(CC1)C(=O)Cl 1-methylpiperidin-4-carbonyl chloride